C(C)(C)(C)NSC=1SC2=C(N1)C=CC=C2 N-tert-butyl-2-benzo-thiazolesulphenamide